3-(diethylamino)-10H-benzo[c]phenoxazine-10-imine C(C)N(C=1C=CC2=C(C=CC=3N=C4C=CC(C=C4OC23)=N)C1)CC